ClC1=NC=C(C(=C1)C1=C(C=NC(=C1)C)C(=O)NC=1SC(=NN1)OCC1CCC(CC1)F)OC 2'-chloro-N-(5-(((1s,4s)-4-fluorocyclohexyl)methoxy)-1,3,4-thiadiazol-2-yl)-5'-methoxy-6-methyl-(4,4'-bipyridine)-3-carboxamide